ClC1=C(C=CC=C1OC)C(=O)N1C[C@H]2CO[C@@](CN2CC1)(C=1N=C(SC1)C=1C=NC(=CC1)OC)O (2-chloro-3-methoxyphenyl)((3S,9aS)-3-hydroxy-3-(2-(6-methoxypyridin-3-yl)thiazol-4-yl)hexahydropyrazino[2,1-c][1,4]oxazin-8(1H)-yl)methanone